2-[4-(4-chlorophenyl)-5-[2-(difluoromethyl)pyridin-4-yl]-1H-imidazol-1-yl]-1-{2-methyl-2,5-diazaspiro[3.4]octan-5-yl}ethan-1-one ClC1=CC=C(C=C1)C=1N=CN(C1C1=CC(=NC=C1)C(F)F)CC(=O)N1C2(CN(C2)C)CCC1